2-methyl-4-(4-morpholino-7-((2-(trimethylsilyl)ethoxy)methyl)-7H-pyrrolo[2,3-d]pyrimidin-6-yl)aniline CC1=C(N)C=CC(=C1)C1=CC2=C(N=CN=C2N2CCOCC2)N1COCC[Si](C)(C)C